BrC1=C(C2=C(N(C(=N2)C)C)C=C1OC(F)F)N 5-bromo-6-(difluoromethoxy)-1,2-dimethyl-1H-benzo[d]imidazol-4-amine